COC1=CC=C(C=C1)S(=O)(=O)N[C@@H](CC(C)C)C(=O)OC(C)(C)C tert-Butyl ((4-methoxyphenyl) sulfonyl)-L-leucinate